Cl.C(C)(=O)C1=CC=C(C[C@@H](N)C(=O)O)C=C1 p-acetyl-D-phenylalanine hydrochloride